4-bromothiophene-3-carboxamide BrC=1C(=CSC1)C(=O)N